FC(CCCCCCOC(CCC(=O)OCC1=CC(=CC(=C1)COC(=O)OCC1CN(CCC1)CC)COC(CC12CC3CC(CC(C1)C3)C2)=O)OCCCCCCC(C(F)(F)F)(F)F)(C(F)(F)F)F 3-((2-((3r,5r,7r)-adamantan-1-yl)acetoxy)methyl)-5-(((((1-ethylpiperidin-3-yl)methoxy)carbonyl)oxy)methyl)benzyl 4,4-bis((7,7,8,8,8-pentafluorooctyl)oxy)butanoate